(N-[2-[(2S,4R)-4-(2,3-dichloro-6-methoxyphenyl)pyrrolidin-2-yl]ethyl]-2-methoxyacetamido)acetic acid ClC1=C(C(=CC=C1Cl)OC)[C@H]1C[C@H](NC1)CCN(C(COC)=O)CC(=O)O